4-chloro-5,6-difluoropyridine-3-carboxylic acid ClC1=C(C=NC(=C1F)F)C(=O)O